tetrazolium chloride C1=CC=C(C=C1)C2=NN([N+](=N2)C3=CC=CC=C3)C4=CC=CC=C4.[Cl-]